ClC1=C(C=CC=C1)C1=NC2=C(N1)CC(CC2)N2CC=1C=NC(=CC1C2)C 2-(2-chlorophenyl)-6-(6-methyl-1,3-dihydro-2H-pyrrolo[3,4-c]pyridin-2-yl)-4,5,6,7-tetrahydro-1H-benzo[d]imidazole